(3'S,4'S)-3'-(3,4-dihydroxybenzoyl)-4'-(2,5-dimethoxyphenyl)-5-methoxy-1'-methylspiro[indoline-3,2'-pyrrolidin]-2-one OC=1C=C(C(=O)[C@@H]2C3(N(C[C@@H]2C2=C(C=CC(=C2)OC)OC)C)C(NC2=CC=C(C=C23)OC)=O)C=CC1O